1-(6-fluoro-4-methylpyridin-3-yl)ethan-1-ol (R)-Methyl-8-methoxy-1,2,3,4-tetrahydroquinoline-2-carboxylate CN1[C@H](CCC2=CC=CC(=C12)OC)C(=O)OC(C)C=1C=NC(=CC1C)F